1-methyl-3-(4-vinyl-benzyl)pyrrole chloride salt [Cl-].CN1C=C(C=C1)CC1=CC=C(C=C1)C=C